4-(3-bromo-4-methoxy-phenyl)-1-methyl-pyrrolidin-2-one BrC=1C=C(C=CC1OC)C1CC(N(C1)C)=O